CN1C(CN(CC1)CC#CC#CC1=CC=C(C=C1)C1=CC(=NO1)CN1C(=NC=C1)[C@H](C)OC1OCCCC1)=O 1-methyl-4-(5-(4-(3-((2-((1S)-1-((tetrahydro-2H-pyran-2-yl)oxy)ethyl)-1H-imidazol-1-yl)methyl)isoxazol-5-yl)phenyl)pentane-2,4-diyn-1-yl)piperazin-2-one